COC(CCC1CN(CC(C1(F)F)C)CC1=CC=CC=C1)=O 3-(1-Benzyl-4,4-difluoro-5-methyl-3-piperidinyl)propionic acid methyl ester